tert-butyl 2-((R)-2-(3-((R)-2-acetoxypropyl)phenyl)-7-((2-((tert-butyldimethylsilyl)oxy) ethyl)sulfonyl)-2,6,6-trimethylheptanoyl)-1-methylhydrazine-1-carboxylate C(C)(=O)O[C@@H](CC=1C=C(C=CC1)[C@](C(=O)NN(C(=O)OC(C)(C)C)C)(CCCC(CS(=O)(=O)CCO[Si](C)(C)C(C)(C)C)(C)C)C)C